C(C)(C)(C)OC(=O)NC1CC2(CN(C2)C(=O)OCC2=CC=CC=C2)C1 benzyl 6-(tert-butoxycarbonylamino)-2-azaspiro[3.3]heptane-2-carboxylate